C[C@@H]1NCC2N(CCN(C2)C(=O)OCC2=CC=CC=C2)C1 benzyl (7S)-7-methyloctahydro-2H-pyrazino[1,2-a]pyrazine-2-carboxylate